tert-butyl rac-(2S,5R)-4-acetyl-5-methyl-2-phenyl-piperazine-1-carboxylate C(C)(=O)N1C[C@@H](N(C[C@H]1C)C(=O)OC(C)(C)C)C1=CC=CC=C1 |r|